(S)-N4-(tert-butyl)-N1-((S)-3-methoxy-1-((naphthalen-1-ylmethyl)amino)-1-oxopropan-2-yl)-2-(3-phenylpropanamido)succinamide C(C)(C)(C)NC(C[C@@H](C(=O)N[C@H](C(=O)NCC1=CC=CC2=CC=CC=C12)COC)NC(CCC1=CC=CC=C1)=O)=O